3-((1H-pyrrolo[2,3-c]pyridin-3-yl)methyl)-7-((4-methoxyphenyl)sulfonyl)-5-methyl-3,5,6,7,8,9-hexahydro-4H-pyrido[4',3':4,5]pyrrolo[2,3-d]pyridazin-4-one N1C=C(C=2C1=CN=CC2)CN2N=CC1=C(C2=O)N(C2=C1CCN(C2)S(=O)(=O)C2=CC=C(C=C2)OC)C